ethyl (3S)-3-amino-3-{4-fluoro-2'-hydroxy-4'-methoxy-5,6'-dimethyl-[1,1'-biphenyl]-3-yl}propanoate N[C@@H](CC(=O)OCC)C=1C=C(C=C(C1F)C)C1=C(C=C(C=C1C)OC)O